2-acryloxyhexadecane C(C=C)(=O)OC(C)CCCCCCCCCCCCCC